5-(5-((1R,5S,6r)-6-(1H-1,2,3-triazol-5-yl)-3-azabicyclo[3.1.0]hexan-3-yl)-1,3,4-oxadiazol-2-yl)-N-(benzo[d][1,3]dioxol-5-ylmethyl)pyrimidin-2-amine N1N=NC=C1C1[C@H]2CN(C[C@@H]12)C1=NN=C(O1)C=1C=NC(=NC1)NCC1=CC2=C(OCO2)C=C1